(2E,6E)-2-[(Z)-3-(4-azidophenyl)prop-2-enylidene]-4-(hydroxymethyl)-6-[(Z)-3-(4-methylphenyl)prop-2-enylidene]cyclohexan-1-one N(=[N+]=[N-])C1=CC=C(C=C1)\C=C/C=C\1/C(/C(/CC(C1)CO)=C/C=C\C1=CC=C(C=C1)C)=O